(1'S,2'R,5'S,6'S,7'S)-4'-[(2S)-2-[(tert-butoxycarbonyl)amino]-3,3-dimethylbutanoyl]-4'-azaspiro[cyclopropane-1,8'-tricyclo[5.2.1.0^{2,6}]decane]-5'-carboxylic acid C(C)(C)(C)OC(=O)N[C@H](C(=O)N1C[C@@H]2[C@@H]3CC4([C@H]([C@@H]2[C@H]1C(=O)O)C3)CC4)C(C)(C)C